C([2H])([2H])([2H])N1C(=CC2=C(C=C(C=C12)F)F)C(=O)O methyl-d3-4,6-difluoro-1H-indole-2-carboxylic acid